C1(=CC=CC2=CC3=CC4=CC=CC=C4C=C3C=C12)[Fe] tetracenyl-iron